C(C)(=O)OC1=CC2C(OC(C2CC1C)C)=O 1,6-dimethyl-3-oxo-1,3,3a,6,7,7a-hexahydroisobenzofuran-5-yl acetate